7-(p-tolylsulfonyl)-7-azabicyclo[4.1.0]heptane C1(=CC=C(C=C1)S(=O)(=O)N1C2CCCCC12)C